Cl.C(CC)N([C@@H]1CC=2C=CC=C(C2CC1)O)CCC=1SC=CC1 (S)-5,6,7,8-tetrahydro-6-(propyl-(2-(2-thienyl)ethyl)amino)-1-naphthol hydrochloride